NC1=C(C#N)C=C(C=C1)O 2-amino-5-hydroxybenzonitrile